F[C@@H]1CC(C[C@@H]1F)C(=O)OCC ethyl (1s,3R,4S)-3,4-difluorocyclopentane-1-carboxylate